(S)-2-(2-(3-(2-ethoxypropan-2-yl)-1-(2-(6-methylpyridin-3-yl)propan-2-yl)pyrrolidin-3-yl)ethyl)thiazole C(C)OC(C)(C)[C@@]1(CN(CC1)C(C)(C)C=1C=NC(=CC1)C)CCC=1SC=CN1